The molecule is a glycerophosphoglycerol where both glycerol moieties are attached at primary positions. It is a conjugate acid of a glycerophosphoglycerol(1-). C(C(COP(=O)(O)OCC(CO)O)O)O